COC1=NC2=CC(=CC(=C2N=C1)C=1SC2=C(N1)C=CC(=C2)OCCOC)C 2-(2-methoxy-7-methylquinoxalin-5-yl)-6-(2-methoxyethoxy)benzo[d]Thiazole